ClC1=C(C(=O)N2CC[N+](CC2)(C)C)C=CC(=C1)NC(=O)C=1N(C(=CN1)C=1C(=NN(C1)C1=NC=CC=N1)C(F)(F)F)C 4-(2-chloro-4-(1-methyl-5-(1-(pyrimidin-2-yl)-3-(trifluoromethyl)-1H-pyrazol-4-yl)-1H-imidazole-2-carboxamido)benzoyl)-1,1-dimethylpiperazin-1-ium